6-(4-(((1r,4r)-4-hydroxycyclohexyl)amino)-2-(methylthio)pyrimidin-5-yl)nicotinic acid OC1CCC(CC1)NC1=NC(=NC=C1C1=NC=C(C(=O)O)C=C1)SC